O=C1NC(CCC1N1C(C2=CC=C3C(=C2C1=O)OC1(CC3)CCNCC1)=O)=O 8'-(2,6-dioxopiperidin-3-yl)-3',4'-dihydro-7'H-spiro[piperidine-4,2'-pyrano[2,3-e]isoindole]-7',9'(8'H)-dione